(3-Methylisoquinolin-5-yl)-4-phenylpyrrolidine-3-carboxamide dihydrochloride Cl.Cl.CC=1N=CC2=CC=CC(=C2C1)N1CC(C(C1)C1=CC=CC=C1)C(=O)N